ClC1=C(C=CC=C1)N1N=C(C=C1C1=CC(=CC(=C1)OC)OC)C(=O)OC Methyl 1-(2-chlorophenyl)-5-(3,5-dimethoxyphenyl)-1H-pyrazole-3-carboxylate